(5-fluoro-1-methyl-1H-pyrazol-4-yl)carbamic acid tert-butyl ester C(C)(C)(C)OC(NC=1C=NN(C1F)C)=O